FC=1C=C2C(CCC(C2=CC1F)=O)(C)C 6,7-difluoro-4,4-dimethyl-3,4-dihydronaphthalen-1(2H)-one